IC=1C(=NC(=NC1OC)OCC1=CC=C(C=C1)OC)OC 5-iodo-4,6-dimethoxy-2-[(4-methoxyphenyl)methoxy]pyrimidine